OC(COC1=CC=C(C2=C1N=C(O2)C2NCC1CCC2N1C(=O)[O-])C=1SC=CN1)COC 4-(2-hydroxy-3-methoxypropoxy-7-(thiazol-2-yl)benzo[d]oxazol-2-yl)-3,8-diazabicyclo[3.2.1]octane-8-carboxylate